ethyl-acrylic acid C(C)C(C(=O)O)=C